CC(CO)(CC=C)C 2,2-dimethylpent-4-en-1-ol